2,3-bipyridine-4-carboxylic acid N1=C(C=C(C=C1)C(=O)O)C=1C=NC=CC1